CN1CC(C1)(C)[C@@](C=1C=C(C=NC1)C1=NOC(=N1)C12CCC(CC1)(CC2)C(=O)N)(C2=CC=C(C=C2)C(C)C)O 4-(3-{5-[(R)-(1,3-dimethyl-azetidin-3-yl)-hydroxy-(4-isopropyl-phenyl)-methyl]-pyridin-3-yl}-[1,2,4]oxadiazol-5-yl)-bicyclo[2.2.2]octane-1-carboxylic acid amide